C(C)[C@]1(C2=C(NC=3N=CC=CC13)CC(CC2=O)(C)C)C2=CC(=CC=C2)C(C)C (S)-5-ethyl-5-(3-isopropylphenyl)-8,8-dimethyl-5,8,9,10-tetrahydrobenzo[b][1,8]naphthyridin-6(7H)-one